C[C@](N)(CC1=CC=C(C=C1)O)C(=O)O alpha-methyl-L-tyrosine